6-(3,8-diazabicyclo[3.2.1]octan-3-yl)-9-(8-ethynyl-7-fluoro-3-hydroxynaphthalen-1-yl)-2,3-dihydro-4H-1-oxa-3a,5,8-triazaphenalen-4-one C12CN(CC(CC1)N2)C2=NC(N1CCOC=3C(=NC=C2C31)C3=CC(=CC1=CC=C(C(=C31)C#C)F)O)=O